NC1=NC=CC=C1C1=NC=2C(=NC(=CC2)C2=CC=CC=C2)N1C1=CC=C(C=C1)C1CN(C1)C[C@H]1C[C@@H](CC1)C(=O)OC trans-methyl (1R,3R)-3-[[3-[4-[2-(2-amino-3-pyridyl)-5-phenyl-imidazo[4,5-b]pyridin-3-yl]phenyl]azetidin-1-yl]methyl]cyclopentanecarboxylate